2-(6-(((1R,2R,3S,5S)-2-fluoro-1,5,7-trimethyl-9-azabicyclo[3.3.1]nonan-3-yl)(methyl)amino)pyridazin-3-yl)-5-(1H-imidazol-1-yl)phenol F[C@H]1[C@]2(CC(C[C@@](C[C@@H]1N(C1=CC=C(N=N1)C1=C(C=C(C=C1)N1C=NC=C1)O)C)(N2)C)C)C